CS(=O)(=O)OCCOCC=1C=C2C=C(NC2=C(C1)NC1CCCC1)C1=CC=CC=C1 2-((7-(cyclopentylamino)-2-phenyl-1H-indol-5-yl)methoxy)ethyl methanesulfonate